5-[4-[[(1R)-4-[6-(3-hydroxy-3-methylbutoxy)-2-methylpyridin-3-yl]-2,3-dihydro-1H-inden-1-yl]oxy]phenyl]-isothiazol-3-ol 1-oxide OC(CCOC1=CC=C(C(=N1)C)C1=C2CC[C@H](C2=CC=C1)OC1=CC=C(C=C1)C1=CC(=NS1=O)O)(C)C